N-[(1s,4s)-4-{[2-(trifluoromethyl)imidazo[1,2-a]pyridin-5-yl]amino}cyclohexyl]-1H-pyrrolo[2,3-b]pyridine-4-carboxamide FC(C=1N=C2N(C(=CC=C2)NC2CCC(CC2)NC(=O)C=2C3=C(N=CC2)NC=C3)C1)(F)F